Dipentaerythritol Hexaacrylate C(C=C)(=O)OCC(COC(C=C)=O)(COCC(COC(C=C)=O)(COC(C=C)=O)COC(C=C)=O)COC(C=C)=O